CN1N=CC2=NC=C(C=C21)C=2C=C1C(=C(C=NC1=CC2)C#N)NC(C)C2=CC=CC=C2 6-(1-methyl-pyrazolo[4,3-b]pyridin-6-yl)-4-(1-phenylethylamino)quinoline-3-carbonitrile